OC1=C(C=C(C=C1)N1C(C2=CC=C(C=C2CC1)C=1C=C(C(=O)NC(C)C)C=C(C1)C(F)(F)F)=O)NS(=O)C 3-(2-(4-hydroxy-3-(methylsulfinylamino)phenyl)-1-oxo-1,2,3,4-tetrahydroisoquinolin-6-yl)-N-isopropyl-5-(trifluoromethyl)benzamide